1-(9Z,12Z-heptadecadienoyl)-2-(9Z-heptadecenoyl)-glycero-3-phosphocholine CCCCCCC/C=C\CCCCCCCC(=O)O[C@H](COC(=O)CCCCCCC/C=C\C/C=C\CCCC)COP(=O)([O-])OCC[N+](C)(C)C